Diphenyl (1-Phenylpropan-2-yl)Phosphoramidate C1(=CC=CC=C1)CC(C)NP(OC1=CC=CC=C1)(OC1=CC=CC=C1)=O